isopropyl (trans)-2-(4-(4-(2-fluorosulfonyl vinyl) benzoyl) phenoxy)-2-methylpropionate FS(=O)(=O)/C=C/C1=CC=C(C(=O)C2=CC=C(OC(C(=O)OC(C)C)(C)C)C=C2)C=C1